O[C@@H]1CCOC1 (3R,4R)-4-hydroxytetrahydrofuran